tert-butyl 4-[2-[(2,6-dioxo-3-piperidyl)amino]pyrimidin-5-yl]piperidine-1-carboxylate O=C1NC(CCC1NC1=NC=C(C=N1)C1CCN(CC1)C(=O)OC(C)(C)C)=O